(1-(methylsulfonyl)-1H-pyrrolo[2,3-b]pyridin-5-yl)(piperidin-1-yl)methanone CS(=O)(=O)N1C=CC=2C1=NC=C(C2)C(=O)N2CCCCC2